ClC=1C(=NC(=NC1)NC1=C(C=C(C=C1)N1CCC(CC1)N1CCN(CC1)C)OC)NC=1C=CC=C2CCCN(C12)S(=O)(=O)C 5-chloro-N2-(2-methoxy-4-(4-(4-methylpiperazin-1-yl)piperidin-1-yl)phenyl)-N4-(1-(methylsulfonyl)-1,2,3,4-tetrahydroquinolin-8-yl)pyrimidine-2,4-diamine